(R)-4-((1-(3-(difluoromethyl)-2-fluorophenyl)ethyl)amino)-6-(1-(fluoromethyl)cyclopropyl)-8-Methoxy-2-methylpyrido[4,3-d]pyrimidin-7(6H)-one FC(C=1C(=C(C=CC1)[C@@H](C)NC=1C=2C(N=C(N1)C)=C(C(N(C2)C2(CC2)CF)=O)OC)F)F